F[C@]1(CNCC1)COC=1C=NC=C(C1C1=CC(=NN1)NC=1N=CC(=NC1)C#N)OC (R)-5-[(5-{3-[(3-Fluoropyrrolidine-3-yl)methoxy]-5-methoxypyridin-4-yl}-1H-pyrazole-3-yl)amino]pyrazine-2-Carbonitrile